FC1=C(C=C(C=C1)F)[C@@H]1N(CCC1)C1=NC=2N(C=C1)N=CC2C(=O)N[C@H](CO)C(C)C 5-((R)-2-(2,5-difluorophenyl)pyrrolidin-1-yl)-N-((S)-1-hydroxy-3-methylbutan-2-yl)pyrazolo[1,5-a]pyrimidine-3-carboxamide